FC1=C(C=CC(=C1F)C=1C=NNC1)N1C[C@@H](N(CC1)C(=O)N1CCCC1)C (S)-(4-(2,3-difluoro-4-(1H-pyrazol-4-yl)phenyl)-2-methylpiperazin-1-yl)(pyrrolidin-1-yl)methanone